5-amino-3-[4-[[(2-methoxybenzoyl)amino]methyl]phenyl]-1-(2,2,2-trifluoroacetyl)pyrazole-4-carboxamide NC1=C(C(=NN1C(C(F)(F)F)=O)C1=CC=C(C=C1)CNC(C1=C(C=CC=C1)OC)=O)C(=O)N